C(#N)CC=1C2=C(SC1C#CC)C(=CC=C2)NC2C(CN(CC2)C)F 3-(3-(cyanomethyl)-7-((3-fluoro-1-methylpiperidin-4-yl)amino)benzo[b]thiophen-2-yl)prop-2-yn